BrCC1=CC=C(C=C1)C1=CC(=CC(=C1)C1=CC=C(C=C1)CBr)C1=CC=C(C=C1)CBr 1,3,5-tri(4-bromomethylphenyl)benzene